bis(2,6-di-tert-butyl-4-methylphenyl)pentaerythritol di-phosphite P(O)(O)O.P(O)(O)O.C(C)(C)(C)C1=C(C(=CC(=C1)C)C(C)(C)C)C(O)(C(CO)(CO)CO)C1=C(C=C(C=C1C(C)(C)C)C)C(C)(C)C